FC=1C=C2CCC(CC2=C(C1B1OC(C(O1)(C)C)(C)C)F)N(C(OC(C)(C)C)=O)C tert-butyl (6,8-difluoro-7-(4,4,5,5-tetramethyl-1,3,2-dioxaborolan-2-yl)-1,2,3,4-tetrahydronaphthalen-2-yl)(methyl)carbamate